(4-chloropyridin-2-yl)(3,3-difluoro-4-hydroxy-1-azaspiro[4.4]nonen-1-yl)methanone ClC1=CC(=NC=C1)C(=O)N1CC(C(C12C=CCC2)O)(F)F